CC=1SC(=CC1C(=O)NC1=NC(=NS1)CC(C)N1CCN(CC1)C)C1=CC(=CC=C1)C(F)(F)F 2-Methyl-5-(3-(trifluoromethyl)phenyl)-N-(3-(2-(4-methylpiperazin-1-yl)propyl)-1,2,4-Thiadiazol-5-yl)thiophene-3-carboxamide